2-(((2R,3S,4R,5R)-5-(2-chloro-6-(isopropylamino)-9H-purin-9-yl)-3-ethynyl-3,4-dihydroxytetrahydrofuran-2-yl)methoxy)-2-(thiazol-4-yl)-3-(4-(trifluoromethoxy)phenyl)propanoic acid ClC1=NC(=C2N=CN(C2=N1)[C@H]1[C@@H]([C@@]([C@H](O1)COC(C(=O)O)(CC1=CC=C(C=C1)OC(F)(F)F)C=1N=CSC1)(O)C#C)O)NC(C)C